styrene copper [Cu].C=CC1=CC=CC=C1